ClC1=NC=C(C(=O)O)C(=C1)NC1CCOCC1 6-chloro-4-((tetrahydro-2H-pyran-4-yl)amino)nicotinic acid